2-methylpyrazolo[1,5-a]pyridine-3-carboxylic acid CC1=NN2C(C=CC=C2)=C1C(=O)O